C(C)(C)(C)OC(=O)N(CCOC=1C=C(C=CC1)CC(=O)O)CC (3-(2-((tert-butoxycarbonyl)(ethyl)amino)ethoxy)phenyl)acetic acid